C(C)C1=C(C(=CC(=C1)F)CC)C1NC(CC1(C)C)(C)C 2-(2,6-diethyl-4-fluorophenyl)-3,3,5,5-tetramethylpyrrolidine